N1=NC=CC=C1CN pyridazine-6-methylamine